tert-butyl (1S,4S)-5-(4-((2,3-difluoro-4-(((S)-tetrahydrofuran-3-yl)methoxy)phenyl)amino)pyrido[3,2-d]pyrimidin-6-yl)-2,5-diazabicyclo[2.2.1]heptane-2-carboxylate FC1=C(C=CC(=C1F)OC[C@@H]1COCC1)NC=1C2=C(N=CN1)C=CC(=N2)N2[C@@H]1CN([C@H](C2)C1)C(=O)OC(C)(C)C